NC(C)C=1C(=C(C#N)C=CC1)C(F)(F)F 3-(1-aminoethyl)-2-(trifluoromethyl)benzonitrile